2-hydroxycyclohexanecarboxamide OC1C(CCCC1)C(=O)N